4,5-dibromonaphthalene BrC1=CC=CC2=CC=CC(=C12)Br